ClC=1C=CC2=C(CC(CC(N2)=O)OC)C1 7-Chloro-4-methoxy-1,3,4,5-tetrahydro-2H-1-benzazepin-2-on